tert-butyl (2S,6S)-4-[(6-chloro-2-methyl-pyridine-3-carbonyl)amino]-2,6-dimethyl-piperidine-1-carboxylate ClC1=CC=C(C(=N1)C)C(=O)NC1C[C@@H](N([C@H](C1)C)C(=O)OC(C)(C)C)C